FC(C(=O)O)(F)F.CC=1C=C(C=C(C1C)C)NC1=NC=C(C(=N1)NC=1C=C(C2=C(NC(O2)=O)C1)F)F 5-(2-(3,4,5-trimethylphenylamino)-5-fluoropyrimidin-4-ylamino)-7-fluorobenzo[d]oxazol-2(3H)-one trifluoroacetate salt